2-methyl-2-[32-methyl-20-oxo-14-oxa-8,9,10,21-tetrazahexacyclo[19.5.3.216,19.13,7.06,10.024,28]dotriaconta-1(26),3(32),4,6,8,16,18,24,27,30-decaen-2-yl]propanoic acid CC(C(=O)O)(C)C1C2=CC=C3CCN(C(C4=CC=C(COCCCN5N=NC6=C5C=CC1=C6C)C=C4)=O)CC3=C2